4-(tert-butoxycarbonyl)-3,4-dihydro-2H-benzo[b][1,4]oxazine-5-carboxylic acid C(C)(C)(C)OC(=O)N1C2=C(OCC1)C=CC=C2C(=O)O